NC1=C(C=CC=C1)C1=C(N(C=2N(C1=O)N=C(N2)C)CC(=O)NC2=CC=C(C=C2)C(F)(F)F)CC 2-(6-(2-aminophenyl)-5-ethyl-2-methyl-7-oxo-[1,2,4]triazolo[1,5-a]pyrimidin-4(7H)-yl)-N-(4-(trifluoromethyl)phenyl)acetamide